6-(5-fluoropyridin-2-yl)-8-methoxy-4-((2-(trimethylsilyl)ethoxy)-methoxy)-quinazoline FC=1C=CC(=NC1)C=1C=C2C(=NC=NC2=C(C1)OC)OCOCC[Si](C)(C)C